ClCC=1C=CC(=NC1)CN(CC1=NC=CC=C1)CC1=NC=CC=C1 (5-(chloromethyl)pyridin-2-yl)-N,N-bis(pyridin-2-ylmethyl)methylamine